(S)-1-(5-((3-methylpiperazin-1-yl)methyl)benzo[d]isoxazol-3-yl)dihydropyrimidine-2,4(1H,3H)-dione hydrochloride Cl.C[C@H]1CN(CCN1)CC=1C=CC2=C(C(=NO2)N2C(NC(CC2)=O)=O)C1